CC(=CCC1=C(C=C(C=C1O)CCCCC)O)CCC=C(C)C 2-(3,7-dimethylocta-2,6-dien-1-yl)-5-pentylbenzene-1,3-diol